N1CCC(CC1)OCCCO 3-(Piperidin-4-yloxy)propan-1-ol